[N+](=O)([O-])C1=CC=C(O1)CC1(C(C(NC(N1)=O)=O)F)CC=1OC(=CC1)[N+](=O)[O-] bis((5-nitrofuran-2-yl)methyl)-5-fluoro-2,4-dioxopyrimidine